ClC1=CC=C(C=C1)C1=C(C=CC=C1)NC1CCN(CC1)CC1=C2CN(C(C2=CC=C1)=O)C1C(NC(CC1)=O)=O 3-(4-((4-((4'-chloro-[1,1'-biphenyl]-2-yl)amino)piperidin-1-yl)methyl)-1-oxoisoindolin-2-yl)piperidine-2,6-dione